NC1=C(C#N)C=C(C=C1)C=1C=NC=CC1C 2-Amino-5-(4-methylpyridin-3-yl)benzonitrile